2-amino-N-isopropyl-N-(2-oxo-2-((6-(trifluoromethoxy)benzo[d]thiazol-2-yl)amino)ethyl)acetamide NCC(=O)N(CC(NC=1SC2=C(N1)C=CC(=C2)OC(F)(F)F)=O)C(C)C